FC(C1=C(C=CC=C1)N1N=CC(=C1)C1=CC=C(N1)C(=O)N1CCN(CC1)S(=O)(=O)N)(F)F 4-(5-{1-[2-(trifluoromethyl)phenyl]-1H-pyrazol-4-yl}-1H-pyrrole-2-carbonyl)piperazine-1-sulfonamide